C(CCC)[C@@H]1N=C(C2=CC=C(C=C2C1)OC)C1=CC=C(C=C1)F (S)-3-butyl-1-(4-fluorophenyl)-6-methoxy-3,4-dihydroisoquinoline